tert-butyl-(S)-6-(((R)-tert-butylsulfinyl)amino)-2-methyl-4,6-dihydrospiro[cyclopenta[d]thiazole-5,4'-piperidine]-1'-carboxylic acid tert-butyl ester C(C)(C)(C)OC(=O)N1[C@@H](CC2(CC1)C(C1=C(N=C(S1)C)C2)N[S@](=O)C(C)(C)C)C(C)(C)C